CC1=C(C(CC1)=O)CC=CCC 3-Methyl-2-(2-pentenyl)-2-cyclopenten-1-one